peryleneic anhydride C1(=CC=C2C=CC=C3C4=CC=CC5=CC=CC(C1=C23)=C45)C(=O)OC(=O)C4=CC=C5C=CC=C2C3=CC=CC1=CC=CC(C4=C52)=C31